2-{5-[(1,2-dimethylpiperidin-4-yl)(methyl)amino][1,3]thiazolo[5,4-d][1,3]thiazol-2-yl}-5-(1H-pyrazol-4-yl)pyridin-3-ol CN1C(CC(CC1)N(C=1SC2=C(N1)SC(=N2)C2=NC=C(C=C2O)C=2C=NNC2)C)C